methyl 2-(2-(((tert-butoxycarbonyl)amino)methyl)-6-cyclopropylimidazo-[1,2-a]pyridin-8-yl)acetate C(C)(C)(C)OC(=O)NCC=1N=C2N(C=C(C=C2CC(=O)OC)C2CC2)C1